FC=1C=C2CC[C@H](C2=CC1)N (R)-5-fluoro-2,3-dihydro-1H-indene-1-amine